FC1(CN(CC1)C1=NC=CC(=C1C=1N(C2=C(C=NC=C2)N1)COCC[Si](C)(C)C)C1=C(C=CC=C1)F)F 2-[[2-[2-(3,3-difluoropyrrolidin-1-yl)-4-(2-fluorophenyl)-3-pyridinyl]imidazo[4,5-c]pyridin-1-yl]methoxy]ethyl-trimethyl-silane